CC1(C(C2=C(S1)C=CC=C2)C(C2=CC(=CC=C2)C)=O)CC2=COC1=CC=CC=C1C2=O 3-((2-methyl-3-(3-methylbenzoyl)-2,3-dihydrobenzo[b]thiophen-2-yl)methyl)-4H-chromen-4-one